COC(=O)C=1C(=NC=CC1)SC1=C(C=C(C=C1C(F)(F)F)Br)C=O 2-{[4-bromo-2-formyl-6-(trifluoromethyl)phenyl]Sulfanyl}pyridine-3-carboxylic acid methyl ester